(6AR)-3-bromo-12-oxo-6a,7,9,10-tetrahydro-12H-pyrazino[2,1-c]pyrido[2,3-f][1,4]oxazepin-8(6H)-carboxylic acid tert-butyl ester C(C)(C)(C)OC(=O)N1C[C@@H]2COC3=C(C(N2CC1)=O)N=CC(=C3)Br